2,6-dimethoxy-1,1'-biphenyl Ethyl-5-methoxy-2,4-dioxo-pentanoate C(C)OC(C(CC(COC)=O)=O)=O.COC1=C(C(=CC=C1)OC)C1=CC=CC=C1